1-(1'-(4-(trifluoromethyl)-phenyl)-1',4'-dihydro-2'H-spiro[azetidine-3,3'-quinolin]-1-yl)prop-2-en-1-one FC(C1=CC=C(C=C1)N1CC2(CC3=CC=CC=C13)CN(C2)C(C=C)=O)(F)F